(E)-2-methyl-N-(1,1,1-trifluoropropan-2-ylidene)propane-2-sulfinamide CC(C)(C)S(=O)/N=C(/C(F)(F)F)\C